O1COC2=C1C=CC=C2C[C@@H](CNC(=O)NC(C)C2=CC=CC=C2)N(C)C ((S)-3-(benzo[d][1,3]dioxol-4-yl)-2-(dimethylamino)propyl)-3-(1-phenylethyl)urea